C1(=CC=CC=C1)C1=NC(=NC(=N1)C1=CC=CC=C1)C1=C(C(=C(C(=C1N1C2=C(C3=CC=CC=C13)C=CN=C2)N2C1=C(C3=CC=CC=C23)C=CN=C1)C=1OC2=C(N1)C=CC=C2)N2C1=C(C3=CC=CC=C23)C=CN=C1)N1C2=C(C3=CC=CC=C13)C=CN=C2 2-(4-(4,6-diphenyl-1,3,5-triazin-2-yl)-2,3,5,6-tetrakis(9H-pyrido[3,4-b]indol-9-yl)phenyl)benzo[d]oxazole